(7S)-3-[(3-fluoro-2-methoxyphenyl)amino]-2-(3-fluoropyridin-4-yl)-7-[(2S)-oxetan-2-ylmethyl]-1H,5H,6H,7H-pyrrolo[3,2-c]pyridin-4-one FC=1C(=C(C=CC1)NC1=C(NC2=C1C(NC[C@@H]2C[C@@H]2OCC2)=O)C2=C(C=NC=C2)F)OC